ClC1=C(C=2N(C=C1)C=NC2CNCC=2N=NN(C2)CC=2N=C1N(C=C(C=C1CCC(=O)O)C1CC1)C2)F 3-(2-((4-((((7-chloro-8-fluoroimidazo[1,5-a]pyridin-1-yl)methyl)amino)methyl)-1H-1,2,3-triazol-1-yl)methyl)-6-cyclopropylimidazo[1,2-a]pyridin-8-yl)propanoic acid